NC=1C(=CC2=C(C(=NO2)C)C1)O 5-amino-3-methylbenzisoxazole-6-ol